FC1=CC=C(C=C1)C1=CN=C(S1)S(=O)C 5-(4-fluorophenyl)-2-(methylsulfinyl)thiazole